1-methyl-4-(1-(4-(trifluoromethyl)phenyl)-1H-pyrazolo[4,3-b]pyridin-3-yl)pyridin-2(1H)-one CN1C(C=C(C=C1)C1=NN(C=2C1=NC=CC2)C2=CC=C(C=C2)C(F)(F)F)=O